N-(4-(1H-pyrazol-1-yl)-3-(trifluoromethyl)phenyl)-5-cyclopropyl-1-(2-oxo-1,2-dihydropyrrolo[4,3,2-ij]isoquinolin-6-yl)-1H-pyrazole-4-carboxamide N1(N=CC=C1)C1=C(C=C(C=C1)NC(=O)C=1C=NN(C1C1CC1)C1=CN=C2C3=C(C=CC=C13)C(N2)=O)C(F)(F)F